5-chloro-8-(4,6-diphenyl-1,3,5-triazin-2-yl)quinoline ClC1=C2C=CC=NC2=C(C=C1)C1=NC(=NC(=N1)C1=CC=CC=C1)C1=CC=CC=C1